2'-chloro-N-(5-(5-(difluoromethyl)-6-methoxy-3-methylpicolinoyl)-5,6-dihydro-4H-pyrrolo[3,4-d]thiazol-2-yl)-5'-methoxy-6-methyl-[4,4'-bipyridine]-3-carboxamide ClC1=NC=C(C(=C1)C1=C(C=NC(=C1)C)C(=O)NC=1SC2=C(N1)CN(C2)C(C2=NC(=C(C=C2C)C(F)F)OC)=O)OC